tert-butyl ((3R)-1-(1-(1-(4-(5-(dimethylamino)pyridin-3-yl)-1H-1,2,3-triazol-1-yl)ethyl)-2-oxo-1,2-dihydropyridin-4-yl)piperidin-3-yl)carbamate CN(C=1C=C(C=NC1)C=1N=NN(C1)C(C)N1C(C=C(C=C1)N1C[C@@H](CCC1)NC(OC(C)(C)C)=O)=O)C